ClC=1C=C2C(=NC1)NN=C2I 5-chloro-3-iodo-1H-pyrazolo[3,4-b]pyridine